(R)-3-(4-methoxyphenyl)-6-nitro-2-(1-(oxetan-3-yl)pyrrolidin-2-yl)quinazolin-4(3H)-one COC1=CC=C(C=C1)N1C(=NC2=CC=C(C=C2C1=O)[N+](=O)[O-])[C@@H]1N(CCC1)C1COC1